2-sulfoxy-1,3-dioxolane-4,5-dicarboxylic acid diethyl ester C(C)OC(=O)C1OC(OC1C(=O)OCC)OS(=O)(=O)O